N(CCS)=[Se] mono-selenocysteamine